OC=1C(=C(C(=O)O)C=CC1)OC hydroxy-2-methoxybenzoic acid